3-(biphenyl-4-yl)-6-(4-tert-butylphenyl)-4-phenyl-4H-1,2,4-triazole C1(=CC=C(C=C1)C1=NN=CN1C1=CC=CC=C1C1=CC=C(C=C1)C(C)(C)C)C1=CC=CC=C1